C(C)(C)(C)OC(=O)N(C=1SC=C(N1)C=1C=C(C(=O)OC)C=CC1)C methyl 3-(2-((tert-butoxycarbonyl) (methyl)amino)thiazol-4-yl)benzoate